C1=CC=CC=2SSC3=C(C21)C=CC=C3 dibenzo[c,e][1,2]dithiine